NC=1N=CC=2C=C(C=C(C2C1)C(=O)NC1CN(C1)C)C1=C(C=CC=C1C)F 3-amino-7-(2-fluoro-6-methyl-phenyl)-N-(1-methylazetidin-3-yl)isoquinoline-5-carboxamide